5-bromo-2-cyclopropyl-4-(trifluoromethyl)aniline BrC=1C(=CC(=C(N)C1)C1CC1)C(F)(F)F